C[C@@H]1O[C@@H](CN(C1)C1=NC(=C2N1C1=CC(=CC=C1N=C2)C=2C=CC(=NC2)C(CCN(C)C)N)C)C 1-(5-(1-((2S,6R)-2,6-dimethylmorpholino)-3-methylimidazo[1,5-a]quinoxalin-8-yl)pyridin-2-yl)-N3,N3-dimethylpropane-1,3-diamine